FC=1C(=CC(=NC1C1=CC=C(C=C1)F)C1(OCC(C1)=O)CC1=C(N=NC2=C(C=C(C=C12)C(=O)N)OC)C)C(C)(C)O ((2-(5-fluoro-6-(4-fluorophenyl)-4-(2-hydroxypropan-2-yl)pyridin-2-yl)-4-oxotetrahydrofuran-2-yl)methyl)-8-methoxy-3-methylcinnoline-6-carboxamide